1-isopropyl-4-(3-vinyl-5,6-dihydro-imidazo[1,5-a]pyrazin-7(8H)-yl)pyrido[2,3-d]pyrimidin-2(1H)-one C(C)(C)N1C(N=C(C2=C1N=CC=C2)N2CC=1N(CC2)C(=NC1)C=C)=O